4-Methyl-2-(methylthio)pyrimidine-5-carboxylate CC1=NC(=NC=C1C(=O)[O-])SC